N-(2-((2R,3R)-1-(2,2-difluoroethyl)-2-methylpiperidin-3-yl)thieno[2,3-b]pyridin-4-yl)benzo[d]thiazol-5-amine FC(CN1[C@@H]([C@@H](CCC1)C1=CC=2C(=NC=CC2NC=2C=CC3=C(N=CS3)C2)S1)C)F